methyl 6-[3-chloro-4-(4-oxopiperidin-1-yl)quinolin-6-yl]pyridine-2-carboxylate ClC=1C=NC2=CC=C(C=C2C1N1CCC(CC1)=O)C1=CC=CC(=N1)C(=O)OC